COC=1C=C2C(=NC(=NC2=CC1C(=O)N1CCOCC1)C)NC(C)C=1C=C(C=C(C1)C(F)(F)F)CC(=O)N 3-(1-((6-methoxy-2-methyl-7-(morpholine-4-carbonyl)quinazoline-4-yl)amino)ethyl)-5-(trifluoromethyl)phenylacetamide